S1C(=NC2=C1C=CC=C2)NC2=CC=C(C=N2)NC=2C(=C(C(=O)[O-])C=CN2)O 2-((6-(benzo[d]thiazol-2-ylamino)pyridin-3-Yl)amino)-3-hydroxyisonicotinate